CC1=C(OC2=C(C=C(C=C2C1=O)C)[C@@H](C)NC=1C(=NC=CC1)N1C(CCC1)=O)C1=CC=CC=C1 1-[3-[[(1R)-1-(3,6-Dimethyl-4-oxo-2-phenyl-chromen-8-yl)ethyl]amino]-2-pyridyl]pyrrolidin-2-one